4-(furo[3,2-c]pyridin-4-yl)-N-[trans-4-(2-oxopiperidin-1-yl)cyclohexyl]benzamide O1C=CC=2C(=NC=CC21)C2=CC=C(C(=O)N[C@@H]1CC[C@H](CC1)N1C(CCCC1)=O)C=C2